BrC=1C=C2C(=NC1)N(N(C2=O)C)C2=CC=C(C#N)C=C2 4-{5-bromo-2-methyl-3-oxopyrazolo[3,4-b]pyridin-1-yl}benzonitrile